5-((5-(2-ethoxy-6-(piperidin-3-ylmethoxy)phenyl)-1H-pyrazol-3-yl)amino)pyrazine-2-carbonitrile C(C)OC1=C(C(=CC=C1)OCC1CNCCC1)C1=CC(=NN1)NC=1N=CC(=NC1)C#N